5-[6-chloro-7-(difluoromethyl)-3,4-dihydro-2H-quinolin-1-yl]-1-methylpyrrolo[3,2-b]pyridine-3-carboxylic acid ClC=1C=C2CCCN(C2=CC1C(F)F)C1=CC=C2C(=N1)C(=CN2C)C(=O)O